tert-butyl 4-(6-chloropyridin-2-yl)-3-cyclopropyl-1H-pyrazole-1-carboxylate ClC1=CC=CC(=N1)C=1C(=NN(C1)C(=O)OC(C)(C)C)C1CC1